4-methyl-3-(4-bromo-2-methyloxazol-5-yl)-indole CC1=C2C(=CNC2=CC=C1)C1=C(N=C(O1)C)Br